2,2'-methylenebis[4-(1,1,3,3-tetramethylbutyl)-6-benzo-triazole-2-ylphenol] C(C1=C(C(=CC(=C1)C(CC(C)(C)C)(C)C)N1N=C2C(=N1)C=CC=C2)O)C2=C(C(=CC(=C2)C(CC(C)(C)C)(C)C)N2N=C1C(=N2)C=CC=C1)O